Triacontanal C(CCCCCCCCCCCCCCCCCCCCCCCCCCCCC)=O